FC1=C(C=CC(=C1)F)C(COC1=CC=C(C=C1)/C=C/C(=O)C1=CC=C(C=C1)OC)(CN1N=CN=C1)O (E)-3-[4-[2-(2,4-Difluorophenyl)-2-hydroxy-3-(1,2,4-triazol-1-yl)propoxy]phenyl]-1-(4-methoxyphenyl)prop-2-en-1-one